3-[[2-(5-Chloro-2-hydroxy-phenyl)acetyl]amino]-N-(1,1,2,2-tetramethylpropyl)Benzamide ClC=1C=CC(=C(C1)CC(=O)NC=1C=C(C(=O)NC(C(C)(C)C)(C)C)C=CC1)O